4-(4-((4-fluorophenyl)amino)pyridin-3-yl)benzamide FC1=CC=C(C=C1)NC1=C(C=NC=C1)C1=CC=C(C(=O)N)C=C1